1-[3-(m-tolyl)-1,2,4-oxadiazole-5-yl]Ethylamine hydrochloride Cl.C1(=CC(=CC=C1)C1=NOC(=N1)C(C)N)C